4-[3-(piperazin-1-yl)propyl]Piperazin-2-one N1(CCNCC1)CCCN1CC(NCC1)=O